O1C=C(CC1)C(=O)N1CCC(CC1)NC(=O)NC1=CC=C(C=C1)OC(F)(F)F 1-(1-(4,5-dihydrofuran-3-carbonyl)piperidin-4-yl)-3-(4-(trifluoromethoxy)phenyl)urea